copper zinc zirconium salt [Zr].[Zn].[Cu]